[Mo].N1=C(C=CC=C1)C1=NC=CC=C1.N1=C(C=CC=C1)C1=NC=CC=C1.N1=C(C=CC=C1)C1=NC=CC=C1 tris(2,2'-bipyridine) molybdenum (0)